3-isopropyl-benzonitrile C(C)(C)C=1C=C(C#N)C=CC1